C(C)OC(C1=CN=C(C=C1B1OC(C(O1)(C)C)(C)C)C1=NN(C=C1)C)=O.ClC=1C=NC=CC1 3-chloropyridin ethyl-6-(1-methyl-1H-pyrazol-3-yl)-4-(4,4,5,5-tetramethyl-1,3,2-dioxaborolan-2-yl)nicotinate